6-methyl-3-(pyrimidin-2-yl)pyridine-2-carboxylic acid CC1=CC=C(C(=N1)C(=O)O)C1=NC=CC=N1